NC1(CCN(CC1)C1=NC(=C2C(=N1)NN=C2C=2C(=C1C(=NN(C1=CC2)C)Cl)Cl)C#N)C 6-(4-amino-4-methylpiperidin-1-yl)-3-(3,4-dichloro-1-methyl-1H-indazol-5-yl)-1H-pyrazolo[3,4-d]pyrimidine-4-carbonitrile